tertbutyl (S)-2-((tert-butoxycarbonyl)amino)-4-(5-oxo-1,5-dihydro-4H-1,2,4-triazol-4-yl)butanoate C(C)(C)(C)OC(=O)N[C@H](C(=O)OC(C)(C)C)CCN1C=NNC1=O